[Si](C1=CC=CC=C1)(C1=CC=CC=C1)(C(C)(C)C)OCC1=NN(C(N1CC)=O)C=1C=C2C(=NNC(C2=CC1)=O)C(C)C 6-(3-(((tert-Butyldiphenylsilyl)oxy)methyl)-4-ethyl-5-oxo-4,5-dihydro-1H-1,2,4-triazol-1-yl)-4-isopropylphthalazin-1(2H)-one